isobutene bromide [Br-].C=C(C)C